3-(6-Chloropyridin-3-yl)-N-(4-methyl-3-(pyridin-4-yl)-1H-pyrazol-5-yl)propanamide ClC1=CC=C(C=N1)CCC(=O)NC1=C(C(=NN1)C1=CC=NC=C1)C